2-N-[1-(4-formylcyclohexyl)-3-(1-hydroxy-1-methyl-ethyl)pyrazol-4-yl]-6-(trifluoromethyl)pyridine-2-carboxamide C(=O)C1CCC(CC1)N1N=C(C(=C1)NC(=O)C1=NC(=CC=C1)C(F)(F)F)C(C)(C)O